(5-phenyl-4,5-dihydro-1H-pyrazol-1-yl)(1-(thiazole-2-carbonyl)piperidin-4-yl)methanone C1(=CC=CC=C1)C1CC=NN1C(=O)C1CCN(CC1)C(=O)C=1SC=CN1